(6-(Trifluoromethoxy)pyridin-2-yl)methanol FC(OC1=CC=CC(=N1)CO)(F)F